6-bromo-2-methyl-1H-benzo[d]imidazole BrC=1C=CC2=C(NC(=N2)C)C1